C(C)C1(COC1)COCCC[Si](OC)(OC)C 3-(3-ethyloxetan-3-ylmethoxy)propylmethyldimethoxysilane